C(C)(C)(C)OC(=O)N1[C@@H]2C[C@@H]2C[C@@H]1C#C.BrC1=CC(=C(C=C1)C(F)(F)F)[N+](=O)[O-] 4-bromo-2-nitro-1-(trifluoromethyl)benzene tert-Butyl-(1R,3R,5R)-3-ethynyl-2-azabicyclo[3.1.0]hexane-2-carboxylate